CNC(CNC([O-])=O)=O N-(2-(methylamino)-2-oxoethyl)carbamate